propyl-(phenyl)silane C(CC)[SiH2]C1=CC=CC=C1